1-(6-(1-aminoethyl)spiro[3.3]heptan-2-yl)-3-(4-chlorobenzyl)urea NC(C)C1CC2(CC(C2)NC(=O)NCC2=CC=C(C=C2)Cl)C1